tert-butyl 2-(2-chloroacetyl)hydrazine-1-carboxylate ClCC(=O)NNC(=O)OC(C)(C)C